ClCC1=CC(=CC=C1)[N+](=O)[O-] 1-(chloromethyl)-3-nitrobenzene